ClC1=C(C(=O)NC2(CC2)C=2C=NN(C2)C)C=C(C=C1)N(C)C1=NOC(C1)(C(F)(F)F)C1=CC(=CC(=C1)Cl)Cl 2-chloro-5-[[5-(3,5-dichloro-phenyl)-5-(trifluoromethyl)-4H-isoxazol-3-yl]-methyl-amino]-N-[1-(1-methylpyrazol-4-yl)cyclopropyl]benzamide